COC1(C=C(C(N(C1C)C1=CC(=CC=C1)C(F)(F)F)=O)C(=O)NCC1=CC=C(C=C1)S(=O)(=O)C)C(=O)NC 5-methoxy-N5,6-dimethyl-N3-[4-(methylsulfonyl)benzyl]-2-oxo-1-[3-(trifluoromethyl)phenyl]-1,2-dihydropyridine-3,5-dicarboxamide